isopropyl (R)-2-(((benzyloxy)carbonyl)amino)-2-(4-(1-(difluoromethyl)-1H-pyrazol-4-yl)phenyl)-4-methylpent-4-enoate C(C1=CC=CC=C1)OC(=O)N[C@](C(=O)OC(C)C)(CC(=C)C)C1=CC=C(C=C1)C=1C=NN(C1)C(F)F